2,5-dimethoxy-4-cyclopropylsulfanyl-phenethylamine COC1=C(CCN)C=C(C(=C1)SC1CC1)OC